2-Chloro-4-(((1R,2S)-1-(5-(4-formylphenyl)-1,3,4-oxadiazol-2-yl)-2-hydroxypropyl)-amino)benzonitrile ClC1=C(C#N)C=CC(=C1)N[C@H]([C@H](C)O)C=1OC(=NN1)C1=CC=C(C=C1)C=O